FC=1C=C(C=CC1)C=1C=C(C=NC1OC1=CC=C(C=C1)C(F)(F)F)C(=O)NCC(=O)NC 5-(3-fluorophenyl)-N-[2-(methylamino)-2-oxoethyl]-6-[4-(trifluoromethyl)phenoxy]pyridine-3-carboxamide